diphenyltriazinyl(biphenylyldibenzothiophenyl)Benzene C1(=CC=CC=C1)C1=C(C(=C(C=C1)C1=C(C=CC=2SC3=C(C21)C=CC=C3)C3=C(C=CC=C3)C3=CC=CC=C3)C3=NN=NC=C3)C3=CC=CC=C3